(S)-N-cyano-2-(2-hydroxypropan-2-yl)-N'-((2,4,5,6-tetrahydro-1H-cyclobuta[f]inden-3-yl)carbamoyl)thiazole-5-sulfonimidamide C(#N)N[S@@](=O)(=NC(NC1=C2C(=CC=3CCCC13)CC2)=O)C2=CN=C(S2)C(C)(C)O